2-chloro-5-fluoro-4-(3-(2-methoxypyridin-4-yl)phenyl)pyrimidine ClC1=NC=C(C(=N1)C1=CC(=CC=C1)C1=CC(=NC=C1)OC)F